1-[4-(2-Hydroxypropoxy)phenyl]-3-phenylprop-2-en-1-one OC(COC1=CC=C(C=C1)C(C=CC1=CC=CC=C1)=O)C